1-(5-fluoropyridin-3-yl)-2,5-dioxo-1,2,5,6,7,8-hexahydroquinoline-3-carboxylic acid FC=1C=C(C=NC1)N1C(C(=CC=2C(CCCC12)=O)C(=O)O)=O